1-(4-fluorophenyl)-1,2,3,4-tetrahydroquinoxaline FC1=CC=C(C=C1)N1CCNC2=CC=CC=C12